ClC=1C=C(CC=2C=C(C=CC2)C(CC(=O)O)NC(=O)NC=2C(N(C=C(C2O)C)C)=O)C=CC1 3-(3-(3-chlorobenzyl)phenyl)-3-(3-(4-hydroxy-1,5-dimethyl-2-oxo-1,2-dihydro-pyridin-3-yl)ureido)propionic acid